Cl.Cl.CC1=C(C2=NC(=CC=C2N1C/C(=C/CN)/F)C)CC1=CC=C(C=C1)S(=O)(=O)C (Z)-4-(2,5-dimethyl-3-(4-(methylsulfonyl)benzyl)-1H-pyrrolo[3,2-b]pyridin-1-yl)-3-fluorobut-2-en-1-amine dihydrochloride